7-{[(trifluoromethyl)sulfonyl]oxy}[1,3]thiazolo[4,5-c]pyridine-6-carboxylic acid ethyl ester C(C)OC(=O)C1=C(C2=C(C=N1)N=CS2)OS(=O)(=O)C(F)(F)F